2-methyl-2H-isothiazole-3-one CN1SC=CC1=O